2-Chloro-N-[1-(2,6-dimethylpyridin-4-yl)-1H-indazol-4-yl]-5-({[(1-hydroxycyclopropyl)carbonyl]amino}methyl)benzamide ClC1=C(C(=O)NC2=C3C=NN(C3=CC=C2)C2=CC(=NC(=C2)C)C)C=C(C=C1)CNC(=O)C1(CC1)O